(S)-8-(4,4-dimethylcyclohex-1-en-1-yl)-N-(1-methoxypropan-2-yl)quinoline-3-carboxamide CC1(CC=C(CC1)C=1C=CC=C2C=C(C=NC12)C(=O)N[C@H](COC)C)C